3-((6-(4-methoxy-5H-pyrrolo[3,2-d]pyrimidin-5-yl)-2-methyl-1H-imidazo[4,5-b]pyridin-1-yl)methyl)benzoic acid COC=1C2=C(N=CN1)C=CN2C=2C=C1C(=NC2)N=C(N1CC=1C=C(C(=O)O)C=CC1)C